(3S)-1-{2-[(4-{2-oxa-5-azabicyclo[2.2.1]heptan-5-yl}phenyl)amino]-5-(trifluoromethyl)pyrimidin-4-yl}pyrrolidin-3-ol C12OCC(N(C1)C1=CC=C(C=C1)NC1=NC=C(C(=N1)N1C[C@H](CC1)O)C(F)(F)F)C2